OC1(CN(C1)C1=NC(=NC=C1C(F)(F)F)N[C@@H]1CC[C@H](CC1)N(C(=O)N[C@H](C)C1=CC=CC=C1)C1=NC=C(C=C1)C=1C=NC(=NC1)OC)C 1-(trans-4-((4-(3-hydroxy-3-methylazetidin-1-yl)-5-(trifluoromethyl)pyrimidin-2-yl)amino)cyclohexyl)-1-(5-(2-methoxypyrimidin-5-yl)pyridin-2-yl)-3-((1R)-1-phenylethyl)urea